COC1=CC=C(C=C1)NC(=O)C=1C(N(C2=CC(=CC=C2C1)NC)C)=O N-(4-Methoxyphenyl)-1-methyl-7-(methylamino)-2-oxo-quinoline-3-carboxamide